(2R)-1-((3-(3-chloro-2-fluorophenyl)oxetan-3-yl)methyl)-4-((3-fluoro-6-((5-methyl-1H-pyrazol-3-yl)amino)pyridin-2-yl)methyl)-2-methylpiperidine-4-carboxylic acid ClC=1C(=C(C=CC1)C1(COC1)CN1[C@@H](CC(CC1)(C(=O)O)CC1=NC(=CC=C1F)NC1=NNC(=C1)C)C)F